1-acetyl-8-ethyl-1,5,7,8-tetrahydro-6H-[1,4]oxazepino[6,7-f]indazole C(C)(=O)N1N=CC2=CC3=C(C=C12)OC(CNC3)CC